ClC1=C(N(C2=CC=C(C=C12)Cl)C)C1=CC=CC=C1 3,5-dichloro-1-methyl-2-phenyl-1H-indole